C1(CC1)CN1C(=CC2=CC=CC=C12)C1=NC=2C(=CC=3CCN(C(C3C2)=O)C[C@@H](C)NC(OC(C)(C)C)=O)N1C tert-butyl (R)-(1-(2-(1-(cyclopropylmethyl)-1H-indol-2-yl)-1-methyl-5-oxo-1,5,7,8-tetrahydro-6H-imidazo[4,5-g]isoquinolin-6-yl)propan-2-yl)carbamate